24-Triacontenoic acid C(CCCCCCCCCCCCCCCCCCCCCCC=CCCCCC)(=O)O